N[C@H]1[C@@H](CN(CC1)C(=O)OC(C)(C)C)C tert-butyl (3R,4R)-4-amino-3-methyl-piperidine-1-carboxylate